FC=1C=CC=2N(C3=CC=C(C=C3C2C1)F)CC(CN1C(N(C(CC1)C)C)=O)O (3-(3,6-difluoro-9H-carbazol-9-yl)-2-hydroxypropyl)-3,4-dimethyltetrahydropyrimidin-2(1H)-one